Cl.CNC(C)C=1C(=NON1)N 4-(1-(methylamino)ethyl)-1,2,5-oxadiazol-3-amine hydrochloride